1'-(4,8-dimethoxy-2-naphthoyl)-7-((1-methyl-1H-pyrazol-5-yl)amino)spiro[isochroman-3,4'-piperidine]-1-one COC1=CC(=CC2=C(C=CC=C12)OC)C(=O)N1CCC2(CC1)OC(C1=CC(=CC=C1C2)NC2=CC=NN2C)=O